sodium methyl oleoyl-taurate C(CCCCCCC\C=C/CCCCCCCC)(=O)NCCS(=O)(=O)OC.[Na]